ClC1=CC=C(C=N1)CN1N=C2N([C@@H](CC[C@H]2O)C(=O)N2CC(CC2)(F)F)C1=O |&1:15| (5S,8RS)-2-[(6-Chloropyridin-3-yl)methyl]-5-[(3,3-difluoropyrrolidin-1-yl)carbonyl]-8-hydroxy-5,6,7,8-tetrahydro[1,2,4]triazolo[4,3-a]pyridin-3(2H)-one